C1(=CC=CC=C1)N1CC2=C(N=C(N=C2N[C@@H](CN2CCCC2)C2=CC=CC=C2)N[C@H](CC)C2CCC(CC2)C(=O)O)CC1 (1R,4r)-4-((R)-1-((6-phenyl-4-(((R)-1-phenyl-2-(pyrrolidin-1-yl)ethyl)amino)-5,6,7,8-tetrahydropyrido[4,3-d]pyrimidin-2-yl)amino)propyl)cyclohexane-1-carboxylic acid